BrC=1C(=NC(=NC1)NC=1C=C2CC[N+](CC2=CC1)(C)C)NC1=C(C=CC=C1)C(NC)=O 6-[5-Bromo-4-(2-methylcarbamoyl-phenylamino)-pyrimidin-2-ylamino]-2,2-dimethyl-1,2,3,4-tetrahydro-isoquinolinium